3-(4-Chlorophenyl)1-[2-(2-methoxyphenyl)ethyl]urea ClC1=CC=C(C=C1)NC(NCCC1=C(C=CC=C1)OC)=O